5-((2R,5S)-2,5-dimethyl-4-(tetrahydro-2H-pyran-4-yl)piperazin-1-yl)-2-(4-isopropyl-5-(8-methoxy-[1,2,4]triazolo[1,5-a]pyridin-6-yl)-1H-pyrazol-3-yl)thiazole C[C@H]1N(C[C@@H](N(C1)C1CCOCC1)C)C1=CN=C(S1)C1=NNC(=C1C(C)C)C=1C=C(C=2N(C1)N=CN2)OC